N-(2-Hydroxy-1,1-dimethyl-ethyl)-2-nitro-benzenesulfonamide OCC(C)(C)NS(=O)(=O)C1=C(C=CC=C1)[N+](=O)[O-]